CN1C(=NC=C1C(C)N(S(=O)(=O)C)C=1C=NC2=CC(=NC(=C2C1)OC1CCC(CC1)NC1=NC=C(C=N1)OCCN1CCOCC1)N1CCOCC1)[N+](=O)[O-] N-[1-(3-methyl-2-nitro-imidazol-4-yl)ethyl]-N-[7-morpholino-5-[4-[[5-(2-morpholinoethoxy)pyrimidin-2-yl]amino]cyclohexoxy]-1,6-naphthyridin-3-yl]methanesulfonamide